BrC1=CC=C(C=C1)C=1OC2=C(C1)C=CC(=C2)C=O (4-bromophenyl)benzofuran-6-carbaldehyde